C1(CC1)C1N(CCOC1)C=1NC(C=C(C1)C1=CC(=NC=C1)NC(C)=O)=O N-[4-[2-(3-Cyclopropylmorpholin-4-yl)-6-oxo-1H-pyridin-4-yl]-2-pyridyl]acetamid